CC12C(OC(O1)C1=CC=CC=C1)CCC2 cis-3a-methyl-2-phenyltetrahydro-4H-cyclopenta[d][1,3]dioxol